C(C)C1=C(C(=CC=C1)CC)C(=N)C1=C(O[Ru])C=CC=C1 ((2,6-diethylphenyl-iminomethyl)phenoxy)ruthenium